(E)-4,7-octadienoic acid methyl ester COC(CC\C=C\CC=C)=O